CO[Si](CCCOCCC1=CC=CO1)(OC)OC trimethoxy-3-(furfuryl-methoxy)propyl-silane